O1CC(C1)CN1N=CC(=C1)C1=CC2=C(O[C@@H](CN2)[C@@H](C2=CC=CC=C2)NCCC2=CC=C(C#N)C=C2)N=C1 4-(2-(((R)-((S)-7-(1-(oxetan-3-ylmethyl)-1H-pyrazol-4-yl)-2,3-dihydro-1H-pyrido[2,3-b][1,4]oxazin-3-yl)(phenyl)methyl)amino)ethyl)benzonitrile